1-(4-(benzyloxy)phenoxy)-2-methylpropan-2-ol C(C1=CC=CC=C1)OC1=CC=C(OCC(C)(O)C)C=C1